4-(1-(((1H-1,2,4-triazol-5-yl)methyl)amino)ethyl)isoquinolin-1(2H)-one N1N=CN=C1CNC(C)C1=CNC(C2=CC=CC=C12)=O